4-(4-((5-Chloro-4-((5-(dimethylphosphoryl)quinoxalin-6-yl)amino)pyrimidin-2-yl)amino)-5-methyl tert-butyl-2-(1-methyl-1H-pyrazol-4-yl)phenyl)piperazine-1-carboxylate ClC=1C(=NC(=NC1)NC1=C(C(=C(C=C1C)N1CCN(CC1)C(=O)[O-])C=1C=NN(C1)C)C(C)(C)C)NC=1C(=C2N=CC=NC2=CC1)P(=O)(C)C